(R)-2-((4-fluorobenzyl)amino)-2-oxo-1-phenylethyl 3-amino-6-(1-(1-(tert-butoxycarbonyl)piperidin-4-yl)-1H-pyrazol-4-yl)pyrazine-2-carboxylate NC=1C(=NC(=CN1)C=1C=NN(C1)C1CCN(CC1)C(=O)OC(C)(C)C)C(=O)O[C@@H](C(=O)NCC1=CC=C(C=C1)F)C1=CC=CC=C1